ClC=1N=CC2=C(N1)C(=CN2)[N+](=O)[O-] 2-Chloro-7-nitro-5H-pyrrolo[3,2-d]pyrimidine